C(C1=CC=CC=C1)N(C=1C=C(C(=CC1)C(=O)OC)C(=O)OC)CC1=CC=CC=C1 Dimethyl 4-(dibenzylamino)benzene-1,2-dicarboxylate